methyl N-[5-[6-(6-fluoro-4-methyl-2,3-dihydroquinoxaline-1-carbonyl)-4-methyl-benzimidazol-1-yl]-2-pyridyl]carbamate FC=1C=C2N(CCN(C2=CC1)C(=O)C=1C=C(C2=C(N(C=N2)C=2C=CC(=NC2)NC(OC)=O)C1)C)C